N-(4-((2-methoxy-3-(1-(methyl-d3)-1H-1,2,4-triazol-3-yl)phenyl)amino)-5-(propanoyl-3,3,3-d3)pyridin-2-yl)cyclopropanecarboxamide, phosphoric acid salt P(O)(O)(O)=O.COC1=C(C=CC=C1C1=NN(C=N1)C([2H])([2H])[2H])NC1=CC(=NC=C1C(CC([2H])([2H])[2H])=O)NC(=O)C1CC1